C1(=CC=CC=C1)C1=NC(=NC(=C1)C1=CC=CC=C1)C1=C(C(=C(C(=C1N1C2=CC=CC=C2C=2C=C(C=CC12)C)C1=NC=CC=C1)N1C2=CC=CC=C2C=2C=C(C=CC12)C)N1C2=CC=CC=C2C=2C=C(C=CC12)C)N1C2=CC=CC=C2C=2C=C(C=CC12)C 9,9',9'',9'''-(4-(4,6-diphenylpyrimidin-2-yl)-6-(pyridin-2-yl)benzene-1,2,3,5-tetrayl)tetrakis(3-methyl-9H-carbazole)